ICCC1=C2CN(C(C2=CC=C1)=O)N1C(NC(CC1)=O)=O 1-(4-(2-iodoethyl)-1-oxoisoindolin-2-yl)dihydropyrimidine-2,4(1H,3H)-dione